tert-butyl (S)-(4-(hydroxyamino)-3-(4-((4-(((2-methoxyethyl)amino)methyl)phenyl)ethynyl)benzamido)-2-methyl-4-oxobutan-2-yl)carbamate ONC([C@H](C(C)(C)NC(OC(C)(C)C)=O)NC(C1=CC=C(C=C1)C#CC1=CC=C(C=C1)CNCCOC)=O)=O